6-(4-chlorophenyl)-N-(1-hydroxypropan-2-yl)-3-oxo-2-(pyridin-3-yl)-2,3-dihydropyridazine-4-carboxamide ClC1=CC=C(C=C1)C=1C=C(C(N(N1)C=1C=NC=CC1)=O)C(=O)NC(CO)C